1-(1-oxo-5-((4-(pyridin-4-yl)piperazin-1-yl)methyl)isoindolin-2-yl)dihydropyrimidine-2,4(1H,3H)-dione O=C1N(CC2=CC(=CC=C12)CN1CCN(CC1)C1=CC=NC=C1)N1C(NC(CC1)=O)=O